3-(trifluoromethyl)aniline FC(C=1C=C(N)C=CC1)(F)F